C(CCCC)OC(=O)OC1=CC=C(C2=CC=CC=C12)OC(=O)OCCCCC 1,4-bis(n-pentyloxycarbonyloxy)naphthalene